N-([1,1'-biphenyl]-4-yl-2',3',4',5',6'-d5)naphthalene-1-amine C1(=CC=C(C=C1)NC1=CC=CC2=CC=CC=C12)C1=C(C(=C(C(=C1[2H])[2H])[2H])[2H])[2H]